2,3-dichloro-N-(4-fluorophenyl)aniline ClC1=C(NC2=CC=C(C=C2)F)C=CC=C1Cl